2-fluoro-4-[(1r,3s)-1-methoxy-3-methylcyclobutyl]pyridine FC1=NC=CC(=C1)C1(CC(C1)C)OC